N-(((2S,3R)-6,6-difluoro-2-methylmorpholin-3-yl)methyl)-3-methyl-5-(trifluoromethyl)pyridin-2-amine hydrochloride Cl.FC1(O[C@H]([C@H](NC1)CNC1=NC=C(C=C1C)C(F)(F)F)C)F